[Si](C)(C)(C(C)(C)C)OCCC1=C(C=CC=C1)NC(=O)NC(C1=C(N=C(C(=C1)Cl)Cl)Cl)=O N-((2-(2-((tert-butyldimethylsilyl)oxy)ethyl)phenyl)carbamoyl)-2,5,6-trichloronicotinamide